3,4,6-Trichloro-2-(2-(2-hydroxypropan-2-yl)imidazo[1,2-a]pyridin-7-yl)phenol ClC=1C(=C(C(=CC1Cl)Cl)O)C1=CC=2N(C=C1)C=C(N2)C(C)(C)O